(1-(5,7-dichloro-8-fluoro-2-(methylthio)pyrido[4,3-d]pyrimidin-4-yl)piperidin-3-yl)methanol ClC1=NC(=C(C=2N=C(N=C(C21)N2CC(CCC2)CO)SC)F)Cl